benzyl 4-(2-(piperidin-4-ylmethoxy-d2)ethyl)piperidine-1-carboxylate N1CCC(CC1)C(OCCC1CCN(CC1)C(=O)OCC1=CC=CC=C1)([2H])[2H]